1-methyl-3-({[(2-methylpyridin-4-yl)methyl][1-(pyridin-3-yl)piperidin-3-yl]amino}methyl)-1,4-dihydroquinolin-4-one Tert-butyl-2-[3-(2,6-dioxopiperidin-3-yl)indazol-1-yl]acetate C(C)(C)(C)OC(CN1N=C(C2=CC=CC=C12)C1C(NC(CC1)=O)=O)=O.CN1C=C(C(C2=CC=CC=C12)=O)CN(C1CN(CCC1)C=1C=NC=CC1)CC1=CC(=NC=C1)C